BrC1=C(C=C(O[C@H](CCC2CCNCC2)C)C=C1)C (S)-4-(3-(4-bromo-3-methylphenoxy)butyl)piperidine